C(C)OC(C1=C(C=CC=C1)P(C1=CC=CC=C1)C1=CC=CC=C1)=O.OC1=C(C=C(C=C1C(C)(C)CC)C(C)(C)CC)N1N=C2C(=N1)C=CC=C2 2-(2-hydroxy-3,5-di-tert-pentylphenyl)benzotriazole ethyl-2-(diphenylphosphaneyl)benzoate